4-((2-chloro-5-fluoropyrimidin-4-yl)oxy)-N-(2-chlorophenyl)benzamide ClC1=NC=C(C(=N1)OC1=CC=C(C(=O)NC2=C(C=CC=C2)Cl)C=C1)F